(S)-2-amino-3-methoxy-N-(4-(3-(pyrimidin-4-yl)phenyl)thiazol-2-yl)propanamide N[C@H](C(=O)NC=1SC=C(N1)C1=CC(=CC=C1)C1=NC=NC=C1)COC